ClC1=C(C=CC=2C3=C(NC12)CCN([C@@H]3C)C(=O)C3=NC=C(C=N3)OCCO)Cl (R)-(6,7-dichloro-1-methyl-1,3,4,5-tetrahydro-2H-pyrido[4,3-b]indol-2-yl)(5-(2-hydroxyethoxy)pyrimidin-2-yl)methanone